3-Bromo-N,1-diphenyl-indole-2-carboxamide BrC1=C(N(C2=CC=CC=C12)C1=CC=CC=C1)C(=O)NC1=CC=CC=C1